Cl.FC(OC1(CCC1)N1N=NC(=C1)C1CCC(CO1)N)(F)F 6-[1-[3-cis-(trifluoromethoxy)cyclobutyl]Triazol-4-yl]Tetrahydropyran-3-amine HCl salt